2-(quinoxalin-6-yl)piperidin-1-methanone N1=CC=NC2=CC(=CC=C12)C1N(CCCC1)C=O